C(C)(C)(C)OC(=O)N1CCN(CC1)C1=NC(=CC(=N1)NC(=O)OC(C)(C)C)Cl 4-(4-((tert-Butoxycarbonyl)amino)-6-chloropyrimidin-2-yl)piperazine-1-carboxylic acid tert-butyl ester